[N+](=O)([O-])CCCC[C@H](N)C(=O)O (S)-6-nitronorleucine